O(P(OC=C)(=O)OP(=O)([O-])[O-])CCCl (2-chloroethyl) vinyl diphosphate